FC1=C(C(=C(C(=C1F)F)F)F)[B-](C1=C(C(=C(C(=C1F)F)F)F)F)(C1=C(C(=C(C(=C1F)F)F)F)F)C1=C(C(=C(C(=C1F)F)F)F)F.C(C)[NH+](C1=CC=C(C=C1)CCCCCCCCCCCCCCCCCCC)CCCCCCCCCCCCCCCCCC N-ethyl-4-nonadecyl-N-octadecyl-anilinium [tetrakis(perfluorophenyl) borate]